C(#N)C1=CC(=C(C=C1)S(=O)(=O)NCCO)F 4-cyano-2-fluoro-N-(2-hydroxyethyl)benzenesulfonamide